(4R)-benzyl-3-[(3R,4R)-1-benzyl-4-(thiophen-2-yl)-pyrrolidine-3-carbonyl]-oxazolidin-2-one C(C1=CC=CC=C1)[C@H]1N(C(OC1)=O)C(=O)[C@H]1CN(C[C@@H]1C=1SC=CC1)CC1=CC=CC=C1